C12(CC(C1)C2)N(S(=O)(=O)C2=C(C(=C(C(=C2F)F)F)F)F)CC(=O)N(CC2=CC(=CC=C2)C(C)(C)C)C2=C(C=C(C(=O)O)C=C2)OC 4-(2-(N-(bicyclo[1.1.1]pentan-1-yl)-(2,3,4,5,6-pentafluorophenyl)sulfonamido)-N-(3-(tert-butyl)benzyl)acetamido)-3-methoxybenzoic acid